FC1(CCN(CC1)C1=NC2=C(C=C(C=C2C(N1C)=O)C)[C@@H](C)NC1=C(C(=O)NS(=O)(=O)C)C=C(C=C1)F)F (R)-2-((1-(2-(4,4-difluoropiperidin-1-yl)-3,6-dimethyl-4-oxo-3,4-dihydroquinazolin-8-yl)ethyl)amino)-5-fluoro-N-(methyl-sulfonyl)benzamide